CN(C)CC1(CC1)COC1=NC2=C(C(=C(C=C2C(=N1)N1CC2C(C1)C(NC2=O)=O)F)C2=CC(=CC1=CC=C(C(=C21)CC)F)O)F 5-(2-((1-((dimethylamino)methyl)cyclopropyl)methoxy)-7-(8-ethyl-7-fluoro-3-hydroxynaphthalen-1-yl)-6,8-difluoroquinazolin-4-yl)tetrahydropyrrolo[3,4-c]pyrrole-1,3(2H,3aH)-dione